1-(tert-butyl)-3-chloro-5-(dichloromethyl)-4-(3-(trifluoromethyl)phenoxy)-1H-pyrazole C(C)(C)(C)N1N=C(C(=C1C(Cl)Cl)OC1=CC(=CC=C1)C(F)(F)F)Cl